amino-3-((trifluoromethyl)sulfonyl)benzenesulfonamide NC1=C(C=CC=C1S(=O)(=O)C(F)(F)F)S(=O)(=O)N